COC=1C=C(C=C(C1OC)OC)N1C=NC(=C1)N 1-(3,4,5-trimethoxy-phenyl)-1H-imidazol-4-ylamine